COC(C1=C(C(=CC=C1)N1CCOCC1)C=CC1=CC=CC2=CC=CC=C12)=O methyl-2-(1-naphthylvinyl)-3-morpholinobenzoate